CS(=O)(=O)C1=CC=2N(C3=CC=CC=C3SC2C=C1)CCCN1CCC(CC1)C(=O)OCC ethyl 1-[3-(2-methylsulfonylphenothiazin-10-yl)propyl]piperidine-4-carboxylate